methyl 3-((2-chloro-4-(trifluoromethyl) phenoxy) methyl)-5-fluorobenzoate ClC1=C(OCC=2C=C(C(=O)OC)C=C(C2)F)C=CC(=C1)C(F)(F)F